5-(4-(2,2-dimethoxyethyl)piperazin-1-yl)-2-(2,6-dioxopiperidin-3-yl)isoindoline-1,3-dione COC(CN1CCN(CC1)C=1C=C2C(N(C(C2=CC1)=O)C1C(NC(CC1)=O)=O)=O)OC